2-[4-[(E)-3-[4-(Methylamino)-3-nitrophenyl]prop-2-enoyl]phenoxy]propanoic acid CNC1=C(C=C(C=C1)/C=C/C(=O)C1=CC=C(OC(C(=O)O)C)C=C1)[N+](=O)[O-]